tert-butyl (3S,4S)-3-amino-4-((4-bromobenzyl)oxy)pyrrolidine-1-carboxylate N[C@H]1CN(C[C@@H]1OCC1=CC=C(C=C1)Br)C(=O)OC(C)(C)C